tert-butyl (7S,10R)-3,4-dichloro-2-methoxy-7,8,9,10-tetrahydro-7,10-epiminophenanthridine-11-carboxylate ClC=1C(=CC2=C3[C@H]4CC[C@@H](C3=CN=C2C1Cl)N4C(=O)OC(C)(C)C)OC